(S)-N8-(tert-butyl)-6-(difluoromethyl)-N2-(piperidin-3-yl)pyrido[3,4-d]pyrimidine-2,8-diamine C(C)(C)(C)NC1=NC(=CC2=C1N=C(N=C2)N[C@@H]2CNCCC2)C(F)F